normal tetracosane CCCCCCCCCCCCCCCCCCCCCCCC